C1(C=CC(N1C(CN1C(CCC1=O)=O)C)=O)=O N-β-maleimidopropylsuccinimide